CN1C(CC(CC1(C)C)OC(=O)C(CC(=O)[O-])C(CC(=O)[O-])C(=O)OC1CC(N(C(C1)(C)C)C)(C)C)(C)C 3,4-bis{[(1,2,2,6,6-pentamethylpiperidin-4-yl)oxy]carbonyl}Hexanedioate